C(C)(=O)C1=NN(C2=CC=C(C=C12)C=1C=NC(=CC1)N1CCN(CC1)C)CC(=O)N(C1CC1)CC(=O)NCC1=C(C(=CC=C1)Cl)F 2-(3-acetyl-5-(6-(4-methylpiperazin-1-yl)pyridin-3-yl)-1H-indazol-1-yl)-N-(2-((3-chloro-2-fluorobenzyl)amino)-2-oxoethyl)-N-cyclopropylacetamide